Cl.N1C[C@H](OCC1)C1=CC=C(C=C1)NC(=O)C1=CC=C(OCC2=CC=C(C(=O)OC)C=C2)C=C1 |r| (RS)-Methyl 4-((4-(4-(morpholin-2-yl)phenylcarbamoyl)phenoxy)methyl)benzoate hydrochloride